5-(3-methoxy-4-fluorophenyl)-1H-pyrazol-3-amine COC=1C=C(C=CC1F)C1=CC(=NN1)N